Cl.NCCCNC(OC1=C2C=CC=CC2=C(C2=C1OC(=C2)C(C)=O)O)=O 2-Acetyl-4-hydroxynaphtho[2,3-b]furan-9-yl (3-aminopropyl)carbamate hydrochloride